N-(4-(allyloxy)phenyl)quinoline-6-carboxamide C(C=C)OC1=CC=C(C=C1)NC(=O)C=1C=C2C=CC=NC2=CC1